acryloyloxypropyltri(methoxy)silane C(C=C)(=O)OCCC[Si](OC)(OC)OC